O1C=CC2=C1C=CC(=C2)NS(=O)(=O)C2=C(C=CC=C2)[N+](=O)[O-] N-(1-benzofuran-5-yl)-2-nitrobenzenesulfonamide